P(=O)([O-])([O-])[O-].[S+2].C(CCC)[Mo+2]CCCCCCCC butyl-octyl-molybdenum sulfur phosphate